4-oxo-5H-pyrazolo[3,4-d]pyrimidine-3-carbonitrile O=C1C=2C(=NCN1)N=NC2C#N